6-(1H-indol-5-yl)-N-methyl-pyrazin-2-amine N1C=CC2=CC(=CC=C12)C1=CN=CC(=N1)NC